C(N)(=N)C=1C=C(SC1)CNC(=O)[C@H]1N(CC2(OCCO2)C1)C(CNC(=O)C1=CC=C(C=C1)C1=CC(=C(C=C1)F)C)=O (S)-N-((4-carbamimidoylthiophen-2-yl)methyl)-7-((4'-fluoro-3'-methyl-[1,1'-biphenyl]-4-carbonyl)glycyl)-1,4-dioxa-7-azaspiro[4.4]nonane-8-carboxamide